L-2,3,5,6-tetrahydro-6-phenylimidazo(2,1-B)thiazole C1(=CC=CC=C1)C1N=C2SCCN2C1